4-(4-methylbenzoyl)piperidine CC1=CC=C(C(=O)C2CCNCC2)C=C1